trans-N-((4-((6-chloroquinolin-2-yl)carbamoyl)cyclohexyl)methyl)-5-(difluoromethyl)pyrazine-2-carboxamide ClC=1C=C2C=CC(=NC2=CC1)NC(=O)[C@@H]1CC[C@H](CC1)CNC(=O)C1=NC=C(N=C1)C(F)F